Cl.N[C@H](CNC(=O)C1=CN(CCS1)C1=C2N=CNC2=NC=N1)C (S)-N-(2-aminopropyl)-4-(9H-purin-6-yl)-3,4-dihydro-2H-1,4-thiazine-6-carboxamide hydrochloride